C(C)(C)(C)OC(=O)NCC1=CC=C(COC2=CC(=C(C=C2)C[C@@H](CO)NC(OC)=O)[N+](=O)[O-])C=C1 methyl (S)-(1-(4-((4-(((tert-butoxycarbonyl)amino)methyl)benzyl)oxy)-2-nitrophenyl)-3-hydroxy propan-2-yl)carbamate